C(C)N1C[C@@H](C[C@H](C1)C)NC=1C(N(C(=NN1)C1=C(C=C(C=C1)C(F)(F)F)O)C)=O 6-[[(3R,5R)-1-Ethyl-5-methyl-3-piperidyl]amino]-3-[2-hydroxy-4-(trifluoro-methyl)phenyl]-4-methyl-1,2,4-triazin-5-one